(R)-camphor [C@]12(C(=O)CC(CC1)C2(C)C)C